N-(4-(naphthalen-1-yl)phenyl)-[1,1'-biphenyl]-2-amine C1(=CC=CC2=CC=CC=C12)C1=CC=C(C=C1)NC=1C(=CC=CC1)C1=CC=CC=C1